5-(3-(2-cyclobutylethynyl)phenoxy)-1H-1,2,3-triazole C1(CCC1)C#CC=1C=C(OC2=CN=NN2)C=CC1